2-(2-isopropylphenoxy)-N-(3-methylsulfonyl-phenyl)-5-(trifluoromethyl)pyridine C(C)(C)C1=C(OC2N(C=C(C=C2)C(F)(F)F)C2=CC(=CC=C2)S(=O)(=O)C)C=CC=C1